6-(1-ethyltriazol-4-yl)-N-(3-methylthieno[3,2-c]pyridin-4-yl)-N-[(3R)-3-piperidyl]pyridine-3-carboxamide C(C)N1N=NC(=C1)C1=CC=C(C=N1)C(=O)N([C@H]1CNCCC1)C1=NC=CC2=C1C(=CS2)C